N-(6-amino-5-ethylpyridin-3-yl)-2-((2S,5R)-4-isobutyryl-5-methyl-2-(3-(4-methylpiperazin-1-yl)phenyl)piperazin-1-yl)-2-oxoacetamide NC1=C(C=C(C=N1)NC(C(=O)N1[C@H](CN([C@@H](C1)C)C(C(C)C)=O)C1=CC(=CC=C1)N1CCN(CC1)C)=O)CC